O=C[C@H](O)[C@@H](O)[C@H](O)[C@H](O)CO.[C] carbon D-glucose